diethyl-1-amino-1H-imidazole-4,5-dicarboxylic acid C(C)OC(=O)C1=C(N=CN1N)C(=O)OCC